(E)-N-[2-[2-(cyclohexylmethoxy)-4,6-dihydroxy-3-methyl-benzoyl]-3,4-dihydro-1H-isoquinolin-7-yl]-4-(dimethylamino)but-2-enamide C1(CCCCC1)COC1=C(C(=O)N2CC3=CC(=CC=C3CC2)NC(\C=C\CN(C)C)=O)C(=CC(=C1C)O)O